O=C1C=CC=2N=CN=CC2N1 6-oxo-(5H)-pyrido[3,2-d]pyrimidine